bromo-6'-methyl-3'-carbonyl-3',4'-dihydrospiro[cyclopropane-1,2'-pyrido[3,2-b][1,4]oxazine]-8'-carbonitrile BrN1C2=C(OC3(C1=C=O)CC3)C(=CC(=N2)C)C#N